tert-butyl N-[5-[(1R)-1-[[3,5-bis(trifluoromethyl) benzoyl] amino] ethyl]-1-pyrimidin-2-yl-1,2,4-triazol-3-yl]-N-methyl-carbamate FC(C=1C=C(C(=O)N[C@H](C)C2=NC(=NN2C2=NC=CC=N2)N(C(OC(C)(C)C)=O)C)C=C(C1)C(F)(F)F)(F)F